OC1=C(C=C(C=C1)O)S(=O)(=O)[O-].[Na+] sodium 2,5-dihydroxybenzenesulfonate